3-(3-Hydroxyphenyl)-1-[4-(pyrrolidine-1-sulfonyl)phenyl]prop-2-en-1-one OC=1C=C(C=CC1)C=CC(=O)C1=CC=C(C=C1)S(=O)(=O)N1CCCC1